C1N2C=3C(NC(=NC3NC[C@@H]2CN1C1=CC=C(C(N[C@@H](CCC(=O)[O-])C(=O)O)=O)C=C1)N)=O 5,10-Methylen-(6R,S)-Tetrahydrofolat